5-(6-(((S)-1-cyclopropyl-2,2,2-trifluoroethyl)amino)-4-(difluoromethyl)pyridin-3-yl)thiazole-2-carboxylic acid ethyl ester C(C)OC(=O)C=1SC(=CN1)C=1C=NC(=CC1C(F)F)N[C@H](C(F)(F)F)C1CC1